2-(4-chlorobenzyl)-N,8-dimethyl-N-[(1-methyl-1H-pyrazol-3-yl)methyl]-4,5-dihydro-2H-furo[2,3-g]indazole-7-carboxamide ClC1=CC=C(CN2N=C3C4=C(CCC3=C2)OC(=C4C)C(=O)N(CC4=NN(C=C4)C)C)C=C1